C1(CCCC1)N[C@H]1CN(CCC1)C=1C=CC(=NC1)C(C)NC(=O)C=1N=C2N(C(C1)=O)C=CC=C2 N-(1-(5-((R)-3-(cyclopentylamino)piperidin-1-yl)pyridin-2-yl)ethyl)-4-oxo-4H-pyrido[1,2-a]pyrimidine-2-carboxamide